N1-(4-(3-aminophenoxy)-7H-pyrrolo[2,3-d]pyrimidin-2-yl)-N4-(2-(dimethylamino)ethyl)-N4-methylbenzene-1,4-diamine NC=1C=C(OC=2C3=C(N=C(N2)NC2=CC=C(C=C2)N(C)CCN(C)C)NC=C3)C=CC1